COC1=CC=C(C=C1)C(OC[C@@H]1N(C[C@@H](CC1)O)C(CCCCCCCCCCC(=O)OC)=O)(C1=CC=CC=C1)C1=CC=C(C=C1)OC methyl 12-((2r,5r)-2-((bis(4-methoxyphenyl) (phenyl) methoxy) methyl)-5-hydroxypiperidin-1-yl)-12-oxododecanoate